trisdimethylaminocyclopentadienyl-titanium CN(C)[Ti](C1C=CC=C1)(N(C)C)N(C)C